ClC1=C(C=CC=C1)C=1N=NN(C1)CC1=CC=C(C(=O)NNC2=CC=CC=C2)C=C1 4-((4-(2-chlorophenyl)-1H-1,2,3-triazol-1-yl)methyl)-N'-phenylbenzoyl-hydrazine